N-[7-methoxy-4-(1-methyl-1H-pyrazol-4-yl)-1H-1,3-benzodiazol-2-yl]-5-oxopyrrolidine-3-carboxamide COC1=CC=C(C2=C1NC(=N2)NC(=O)C2CNC(C2)=O)C=2C=NN(C2)C